N-methyl-N-[6-[4-(pyrazol-1-yl)-1H-indol-7-yl]pyridazin-3-yl]-8-azabicyclo[3.2.1]octan-3-amine CN(C1CC2CCC(C1)N2)C=2N=NC(=CC2)C=2C=CC(=C1C=CNC21)N2N=CC=C2